FC(OC1=CC=C(C=C1)N=C=S)F 4-(difluoromethoxy)phenyl isothiocyanate